4-bromo-2'-(methylsulfanyl)-2,3,5',8'-tetrahydro-3'h-spiro[indene-1,7'-quinazoline] BrC1=C2CCC3(CCC4=CNC(N=C4C3)SC)C2=CC=C1